sodium (2S,5R)-2-(N-(ethylsulfonyl)carbamimidoyl)-7-oxo-1,6-diazabicyclo[3.2.1]octan-6-ylsulfate C(C)S(=O)(=O)NC(=N)[C@H]1N2C(N([C@H](CC1)C2)OS(=O)(=O)[O-])=O.[Na+]